O,O-diethyl O-2-isopropyl-6-methylpyrimidin-4-yl phosphorothioate P(OCC)(OCC)(OC1=NC(=NC(=C1)C)C(C)C)=S